COC=1C=C(C=CC1O)\C=C\C1=CC(=C(C=C1)O)OC (E)-3,3'-dimethoxy-4,4'-dihydroxyl-stilbene